(1S,3S,5R)-2-(2-(3-Acetyl-5-(2-methylpyrimidin-5-yl)-1H-indazol-1-yl)acetyl)-N-(6-bromopyridin-2-yl)-5-(methoxymethyl)-2-azabicyclo[3.1.0]hexane-3-carboxamide C(C)(=O)C1=NN(C2=CC=C(C=C12)C=1C=NC(=NC1)C)CC(=O)N1[C@H]2C[C@]2(C[C@H]1C(=O)NC1=NC(=CC=C1)Br)COC